ClC=1C(=C(C=CC1)C1(CNCC1)N(C1=CC=C2C=CC=NC2=C1)COCC[Si](C)(C)C)C N-(3-(3-chloro-2-methylphenyl)pyrrolidin-3-yl)-N-((2-(trimethylsilyl)ethoxy)methyl)quinolin-7-amine